ClC=1C=C(C=C(C1F)Cl)C1(CC(=NO1)N1CC=2C=NC(=CC2C1)C(=O)NC)C(F)(F)F 2-(5-(3,5-dichloro-4-fluorophenyl)-5-(trifluoromethyl)-4,5-dihydroisoxazol-3-yl)-N-methyl-2,3-dihydro-1H-pyrrolo[3,4-c]pyridine-6-carboxamide